OC1=C(C=C(C=C1C(C)(C)C)NC1=NC(=NC(=N1)SCCCCCCCC)SCCCCCCCC)C 6-(4-hydroxy-3-methyl-5-t-butylphenylamino)-2,4-bis-octylthio-1,3,5-triazine